(cyclobutylamino)-4-(2-fluoropyridin-3-yl)-6-(trifluoromethyl)-3H-pyrido[1,2-C]pyrimidin-3-one C1(CCC1)NC1=NC(C(=C2N1C=CC(=C2)C(F)(F)F)C=2C(=NC=CC2)F)=O